NC=1C(=NC(=C(N1)C1=CC=C(C=C1)F)C1=CN(C(C=C1)=O)C)C#N 3-amino-5-(4-fluorophenyl)-6-(1-methyl-6-oxo-1,6-dihydropyridin-3-yl)pyrazine-2-carbonitrile